BrC=1C(=NC=C(C1)Br)NC=NO N-(3,5-Dibromopyridin-2-yl)-N'-Hydroxyformamidine